C1([C@H](O)[C@@H](O)[C@@H](O)[C@H](O1)CO)O[C@@H]([C@@H]([C@H](C=O)O)O)[C@H](O)CO D-galactosyl-(1→4)-D-glucose